ClC(C(=N)O[C@@H]([C@H]([C@@H]([C@H](C=O)OC(C)=O)OC(C)=O)OC(C)=O)COC(C)=O)(Cl)Cl 2,3,4,6-tetra-O-acetyl-glucose trichloroacetimidate